C1(CC1)NC1CN(CC1)C(=O)C=1C=C(CC2=NNC(C3=CC=CC=C23)=O)C=CC1F 4-(3-(3-(cyclopropylamino)pyrrolidine-1-carbonyl)-4-fluorobenzyl)phthalazine-1(2H)-one